cyclopentyl-Acetic acid C1(CCCC1)CC(=O)O